[1,1'-biphenyl]-4-formic acid C1(=CC=C(C=C1)C(=O)O)C1=CC=CC=C1